3-(3-chloro-4-methoxyphenyl)azetidine-3-ol trifluoroacetate FC(C(=O)O)(F)F.ClC=1C=C(C=CC1OC)C1(CNC1)O